Sodium ((6-(((tert-butoxycarbonyl)(methyl)amino)methyl)-6,7-dihydro-5H-pyrazolo[5,1-b][1,3]oxazin-3-yl)sulfonyl)((1,2,3,5,6,7-hexahydro-s-indacen-4-yl)carbamoyl)amide C(C)(C)(C)OC(=O)N(C)CC1CN2C(OC1)=C(C=N2)S(=O)(=O)[N-]C(NC2=C1CCCC1=CC=1CCCC21)=O.[Na+]